(7-((3-fluoro-1-methyl-1H-pyrrolo[2,3-b]pyridin-6-yl)oxy)-2-azaspiro[3.5]non-2-yl)((1s,3s)-3-hydroxy-3-methylcyclobutyl)methanone Lithium Phenyl-(2,4,6-trimethylbenzoyl)phosphonate C1(=CC=CC=C1)OP([O-])(=O)C(C1=C(C=C(C=C1C)C)C)=O.[Li+].FC1=CN(C2=NC(=CC=C21)OC2CCC1(CN(C1)C(=O)C1CC(C1)(C)O)CC2)C